N1(CCC=C1)C(=O)OCC=C allyl 2,3-dihydro-1H-pyrrole-1-carboxylate